C(C)(C)(C)S(=O)NC(C)C1=C(N=C(S1)C1=CC(=NN1CC)C)C1=NC(=CC2=C1C=NN2C)C(=O)NCC2=CC(=C(C=C2)C)C 4-(5-(1-((tert-butylsulfinyl)amino)ethyl)-2-(1-ethyl-3-methyl-1H-pyrazol-5-yl)thiazol-4-yl)-N-(3,4-dimethylbenzyl)-1-methyl-1H-pyrazolo[4,3-c]pyridine-6-carboxamide